C(C1=CC=CC=C1)C1(CC(=NO1)CNC(C1=CC(=CC=C1)C1=NC=CC=C1)=O)C(=O)OC methyl 5-benzyl-3-((3-(pyridin-2-yl)benzamido)methyl)-4,5-dihydroisoxazole-5-carboxylate